COCC1(C=CC2=CC=CC(=C12)[Si](C)(C)C)COC 1,1-bis(methoxymethyl)-7-trimethylsilyl-indene